C(C)(C)(C)OC(=O)N(N(C(=O)O[C@H]1C[C@H](CC1)C=1C=C(N(N1)C(C)(C)C)NC(OCC1=CC=CC=C1)=O)CC)C benzyl N-{5-[(1S,3R)-3-{[N'-(tert-butoxycarbonyl)-N-ethyl-N'-methylhydrazinecarbonyl]oxy}cyclopentyl]-2-tert-butylpyrazol-3-yl}carbamate